C(CC)N1C(C=C(C1=O)Br)=O N-propyl-3-bromomaleimide